C1(CC2C(CC1)O2)C(=O)OCC2CC1C(CC2)O1 4-epoxycyclohexylmethyl 3,4-epoxycyclohexylcarboxylate